Ethyl 3-cyclohexyl-2,4-dioxo-1,2,3,4-tetrahydropyrimidine-5-carboxylate C1(CCCCC1)N1C(NC=C(C1=O)C(=O)OCC)=O